3-((1,1-difluorohexyl)oxy)-4-(1-methyl-1,2,5,6-tetrahydro-pyridin-3-yl-2,2-d2)-1,2,5-thiadiazole FC(CCCCC)(F)OC1=NSN=C1C=1C(N(CCC1)C)([2H])[2H]